2-{3-[2-(methoxymethoxy)-6-methyl-4-(trifluoromethyl)phenyl]-5-methyl-7H-pyrrolo[2,3-c]pyridazin-7-yl}-8-azabicyclo[3.2.1]octane-8-carboxylate COCOC1=C(C(=CC(=C1)C(F)(F)F)C)C1=CC2=C(N=N1)N(C=C2C)C2C1CCC(CC2)N1C(=O)[O-]